7-(6-(2,2,2-trifluoroethyl)quinazolin-4-yl)-2,7-diazaspiro[3.5]nonan FC(CC=1C=C2C(=NC=NC2=CC1)N1CCC2(CNC2)CC1)(F)F